C(CCCCCCCCCCCCCCC)C(CO)(O)CO monopalmityl-glycerol